N1C(=NC=C2C1=CC=N2)C=O (Pyrrolopyrimidinyl)methanone